N1(N=NC2=C1C=CC=C2)C(CC2CC2)=O 1-(1,2,3-benzotriazol-1-yl)-2-cyclopropylethanone